C(CC)C1OC2=C(C(N1)=O)C=C(C=C2)[N+](=O)[O-] 2-propyl-6-nitro-2H-benzo[e][1,3]oxazin-4(3H)-one